1-Ethyl-N-(Thiazol-2-Yl)-1H-Indole-3-Carboxamide C(C)N1C=C(C2=CC=CC=C12)C(=O)NC=1SC=CN1